3-[3-(3-hydroxy-2-piperidinyl)-2-oxopropyl]-4(3H)-quinazolinone OC1C(NCCC1)CC(CN1C=NC2=CC=CC=C2C1=O)=O